5-[3-[(2S)-4-[(tert-butoxycarbonyl)amino]-4-carbamoylbutoxy]-2-fluoro-5-methylphenyl]pentanoic acid C(C)(C)(C)OC(=O)NC(CCCOC=1C(=C(C=C(C1)C)CCCCC(=O)O)F)C(N)=O